N-(1,3-benzodioxol-4-ylmethyl)-N-[[2-(1-piperidyl)-4-pyridyl]methyl]aniline O1COC2=C1C=CC=C2CN(C2=CC=CC=C2)CC2=CC(=NC=C2)N2CCCCC2